NC1=NC2=CC=CC=C2N=C1N 2,3-diaminoquinoxaline